(E)-3-(3-(4-fluorophenyl)acryloyl)oxazolidin-2-one tert-butyl-(E)-3-((3-butyl-2-methyl-7-(methylthio)-1,1-dioxido-5-phenyl-2,3,4,5-tetrahydro-1,2,5-benzothiadiazepin-8-yl)oxy)acrylate C(C)(C)(C)OC(\C=C\OC1=CC2=C(N(CC(N(S2(=O)=O)C)CCCC)C2=CC=CC=C2)C=C1SC)=O.FC1=CC=C(C=C1)/C=C/C(=O)N1C(OCC1)=O